C(CCC)C1OC2=C(C(N1)=O)C=C(C=C2)[N+](=O)[O-] 2-butyl-6-nitro-2H-benzo[e][1,3]oxazin-4(3H)-one